C(C=C)OC([C@H](C[C@H](CC1=CC=CC=C1)NC(=O)C=1N=C(SC1)[C@@H](C[C@H](C(C)C)N(C([C@H]([C@H](CC)C)N)=O)C)OCCC)C)=O (2S,4R)-4-(2-((1R,3R)-3-((2S,3S)-2-amino-N,3-dimethylpentanamido)-4-methyl-1-propoxypentyl)thiazole-4-carboxamido)-2-methyl-5-phenylpentanoic acid allyl ester